NC1(CCC=2C=CC=NC2C1)C#N 7-amino-6,8-dihydro-5H-quinoline-7-carbonitrile